CNC1CN(CCOC1)C(=O)OC(C)(C)C tert-butyl 6-(methylamino)-1,4-oxazepan-4-carboxylate